N1C(CCCCC1)(P(O)(=O)O)P(O)(=O)O azacycloheptane-2,2-bisphosphonic acid